cyclopropyl N-[(1S)-2-[4-(3,5-dimethylimidazol-4-yl)anilino]-1-[(1R)-7-[2-(4-methylpiperazin-1-yl)-4-pyridyl]tetralin-1-yl]-2-oxo-ethyl]carbamate CN1C=NC(=C1C1=CC=C(NC([C@H]([C@@H]2CCCC3=CC=C(C=C23)C2=CC(=NC=C2)N2CCN(CC2)C)NC(OC2CC2)=O)=O)C=C1)C